2-(4-aminophenyl)-N-(2-oxo-2,3-dihydro-1H-benzo[d]imidazol-5-yl)acetamide tert-butyl-7-bromo-8-chloro-1H,2H,3H-pyrido[2,3-b][1,4]oxazine-1-carboxylate C(C)(C)(C)OC(=O)N1C2=C(OCC1)N=CC(=C2Cl)Br.NC2=CC=C(C=C2)CC(=O)NC2=CC1=C(NC(N1)=O)C=C2